3-(3-Bromophenyl)-2-(pyridin-3-yl)propionic acid BrC=1C=C(C=CC1)CC(C(=O)O)C=1C=NC=CC1